(1-(1-methoxyisoquinolin-5-yl)-5-(trifluoromethyl)-1H-pyrazol-4-yl)-2-(trifluoromethyl)isonicotinamide COC1=NC=CC2=C(C=CC=C12)N1N=CC(=C1C(F)(F)F)C1=C(C(=O)N)C=CN=C1C(F)(F)F